Cl.BrC1=NN=C(S1)CN (5-bromo-1,3,4-thiadiazol-2-yl)methylamine hydrochloride